ClC=1C=NC(=NC1)N1CCC(CC1)CCCOC1=CC(=C(C=C1)CC(=O)NC=CC(=O)NC(CO)CO)F 3-[[2-[4-[3-[1-(5-chloropyrimidin-2-yl)-4-piperidyl]propoxy]-2-fluoro-phenyl]acetyl]amino]-N-[2-hydroxy-1-(hydroxymethyl)ethyl]propenamide